N(=[N+]=[N-])CCOCCOCCOCCOCCOCCOCCOCCOCCOCCOCCOCCNC(CCCCCCCCCCCCCCCS(=O)(=O)O)=O 1-azido-37-oxo-3,6,9,12,15,18,21,24,27,30,33-undecaoxa-36-azadopentacontane-52-sulfonic acid